OC1=C(C=NC2C(CCCC2)N)C=CC=C1 N'-o-hydroxybenzylidene-1,2-cyclohexanediamine